(R)-((1R)-2,2-difluorocyclobutyl)(6-(2-methyl-2H-pyrazolo[3,4-b]pyridin-5-yl)thieno[2,3-b]pyridin-2-yl)methanol FC1([C@H](CC1)[C@@H](O)C1=CC=2C(=NC(=CC2)C2=CC=3C(N=C2)=NN(C3)C)S1)F